O1C2=C(OCC1)C=C(C=C2)[C@H]([C@@H](CN2CCCC2)NC(=O)[C@H]2CN(CC2)C2=CC=C1CCN(CC1=C2)C)O (R)-N-((1R,2R)-1-(2,3-dihydrobenzo[b][1,4]dioxin-6-yl)-1-hydroxy-3-(pyrrolidin-1-yl)propan-2-yl)-1-(2-methyl-1,2,3,4-tetrahydroisoquinolin-7-yl)pyrrolidine-3-carboxamide